FC(F)F 1,1,1-trifluoromethane